BrC1=CC(=C(C(=C1)C)C1COCC(N1)=O)C 5-(4-bromo-2,6-dimethylphenyl)morpholin-3-one